methyl 4-[(2-{3-[(4-methanesulfonyl-2-methoxyphenyl)amino]prop-1-yn-1-yl}-3-(2,2,2-trifluoroethyl)imidazo[1,2-a]pyridin-8-yl)amino]piperidine-1-carboxylate CS(=O)(=O)C1=CC(=C(C=C1)NCC#CC=1N=C2N(C=CC=C2NC2CCN(CC2)C(=O)OC)C1CC(F)(F)F)OC